C(CC(=O)OCC)(=O)OCCC(CC(C(C)C)=C)C 3,6-dimethyl-5-methyleneheptyl ethyl malonate